OCC1N2C(C3(OC1)CCN(CC3)C(=O)OC(C)(C)C)=C(C=N2)C tert-Butyl 7'-(hydroxymethyl)-3'-methyl-6',7'-dihydrospiro[piperidine-4,4'-pyrazolo[5,1-c][1,4]oxazine]-1-carboxylate